(7-fluorospiro[chromane-2,1'-cyclopropan]-4-yl)methanesulfonamid FC1=CC=C2C(CC3(CC3)OC2=C1)CS(=O)(=O)N